NC1(CCC=2N(C3=CC=CC=C3C2C1)C(=O)OC(C)(C)C)C(=O)O 3-amino-9-Boc-1,2,3,4-tetrahydro-carbazole-3-carboxylic acid